alpha-D-glucose hydrate O.O[C@@H]1[C@H](O)[C@@H](O)[C@H](O)[C@H](O1)CO